(6-(4-bromophenyl)-4-chloro-5-cyanopyridin-2-yl)piperidine-1-carboxylic acid benzyl ester C(C1=CC=CC=C1)OC(=O)N1C(CCCC1)C1=NC(=C(C(=C1)Cl)C#N)C1=CC=C(C=C1)Br